N1(N=NC=C1)C[C@H]1C[C@H](NC1)CONC(=O)[C@H]1N2C(N([C@H](CC1)C2)OS(=O)(=O)O)=O (2S,5R)-N-{[(2S,4S)-4-(1H-1,2,3-triazol-1-ylmethyl)-pyrrolidin-2-yl]methyloxy}-7-oxo-6-(sulfooxy)-1,6-diazabicyclo[3.2.1]octane-2-carboxamide